N-(4-Chlorophenyl)-3-(5-(6,6-difluoro-2-azaspiro[3.3]heptan-2-yl)pyrazin-2-yl)-1-methyl-1H-1,2,4-triazol-5-amine ClC1=CC=C(C=C1)NC1=NC(=NN1C)C1=NC=C(N=C1)N1CC2(C1)CC(C2)(F)F